C(C)(C)(C)C1=C2C=CC=NC2=C(C(=C1)C(NC(=O)NCC)C1=CC(=CC=C1)N(CC)CC)O 1-((5-(tert-butyl)-8-hydroxyquinolin-7-yl)(3-(diethylamino)phenyl)methyl)-3-ethylurea